3-((4-((6,7-dimethoxyquinolin-4-yl)oxy)-3-fluorophenyl)amino)-1-methyl-N-(p-tolyl)-1H-pyrazole-4-carboxamide COC=1C=C2C(=CC=NC2=CC1OC)OC1=C(C=C(C=C1)NC1=NN(C=C1C(=O)NC1=CC=C(C=C1)C)C)F